2-methoxy-6-(1H-tetrazol-5-yl)pyridine COC1=NC(=CC=C1)C1=NN=NN1